ClC=1C=C(C(=O)N2CC(CCC2)(C)C=2N(C(C(=C(N2)C(=O)NC=2C=NOC2)OC)=O)C)C=CC1Cl 2-(1-(3,4-Dichlorobenzoyl)-3-Methylpiperidin-3-Yl)-N-(Isoxazol-4-Yl)-5-Methoxy-1-Methyl-6-Oxo-1,6-Dihydropyrimidine-4-Carboxamide